3,7-bis(3,4-ethylenedioxythiophen-5-yl)-10-(2-octyldodecyl)-10H-phenoxazine C1OC2=CSC(=C2OC1)C=1C=CC=2N(C3=CC=C(C=C3OC2C1)C1=C2C(=CS1)OCCO2)CC(CCCCCCCCCC)CCCCCCCC